CC1=NC(=CC=C1C(=O)O)OC1=CC(=CC=C1)O.C(CCC=CCC=CCC=CC=CCCC=CCC=CCC)(=O)N[C@@H](CC1=CC=CC=C1)C(=O)O N-(4,7,10,12,16,19-docosahexenoyl)phenylalanine methyl-6-(3-hydroxyphenoxy)pyridine-3-carboxylate